CC1=C(C=C(C=C1)C1=CC=C2C(=N1)SC=N2)NC(=O)N2OCC[C@H]2C2=CC=CC=C2 (S)-N-(2-methyl-5-(thiazolo[5,4-b]pyridin-5-yl)phenyl)-3-phenylisoxazolidine-2-carboxamide